Cl.N1(CCCCC1)C/C=C/C (E)-4-(piperidin-1-yl)but-2-ene hydrochloride